Cl.FC=1C(=C(C=C(C1)C=1C=NN(C1)C)O)C=1N=NC(=CC1)N(C1CC(NC(C1)(C)C)(C)C)C 3-Fluoro-2-(6-(methyl(2,2,6,6-tetramethylpiperidin-4-yl)amino)pyridazin-3-yl)-5-(1-methyl-1H-pyrazol-4-yl)phenol hydrochloride salt